CNCC(F)(F)F N-methyl-2,2,2-trifluoroethylamine